FC1=C(C=C(C(=C1)C)C1=NC=CC=N1)NC(=O)N1[C@@H]2C[C@@H](C[C@]1(C2)C2=NC(=NO2)C)C (1S,3S,5R)-N-(2-fluoro-4-methyl-5-(pyrimidin-2-yl)phenyl)-3-methyl-1-(3-methyl-1,2,4-oxadiazol-5-yl)-6-azabicyclo[3.1.1]heptane-6-carboxamide